tert-Butyl {2-[({[(2S,5R)-6-hydroxy-7-oxo-1,6-diazabicyclo[3.2.1]oct-2-yl] carbonyl}amino)oxy]ethyl}(methyl)carbamate ON1[C@@H]2CC[C@H](N(C1=O)C2)C(=O)NOCCN(C(OC(C)(C)C)=O)C